5-hydroxy-6-(3-(3-methoxyazetidin-1-yl)-2-(4-((4-(morpholinomethyl)phenyl)ethynyl)phenyl)propyl)pyrimidin-4(3H)-one OC=1C(NC=NC1CC(CN1CC(C1)OC)C1=CC=C(C=C1)C#CC1=CC=C(C=C1)CN1CCOCC1)=O